acryloyl-(acrylic acid) C(C=C)(=O)C(C(=O)O)=C